4-cyano-N-(2-(4-methylpiperidin-1-yl)-4-(piperazin-1-yl)phenyl)-1H-pyrrole-2-carboxamide C(#N)C=1C=C(NC1)C(=O)NC1=C(C=C(C=C1)N1CCNCC1)N1CCC(CC1)C